C(C)(C)(C)N(C(O)=O)C1=NC=CC(=C1)[C@@H](C)O.ClC1=NC(=CC(=C1)C=1C=C(C=CC1C)C1=C(C(=O)N)C=CN=C1C(F)(F)F)C1CC1 (3-(2-chloro-6-cyclopropylpyridin-4-yl)-4-methylphenyl)-2-(trifluoromethyl)isonicotinamide tert-butyl-(R)-(4-(1-hydroxyethyl)pyridin-2-yl)carbamate